C(CCCCCCCCCCCCCCC)[N+](C)(C)C.S(=O)(=O)(OCCCCCCCCCCCC)[O-].[Na] sodium dodecyl sulfate, cetyltrimethylammonium salt